N1(C=NC=C1)C=1N=CC(=NC1)C=1SC2=C(N1)SC(=N2)N(C2CC(NC(C2)(C)C)(C)C)C 5-[5-(1H-Imidazol-1-yl)pyrazin-2-yl]-N-methyl-N-(2,2,6,6-tetramethylpiperidin-4-yl)[1,3]thiazolo[5,4-d][1,3]thiazol-2-amin